8-(4-(4-(2-(2,4-dioxotetrahydropyrimidin-1(2H)-yl)benzyl)piperazin-1-yl)piperidin-1-yl)-9-ethyl-6,6-dimethyl-11-oxo-6,11-dihydro-5H-benzo[b]carbazole-3-carbonitrile O=C1N(CCC(N1)=O)C1=C(CN2CCN(CC2)C2CCN(CC2)C=2C(=CC3=C(C(C=4NC5=CC(=CC=C5C4C3=O)C#N)(C)C)C2)CC)C=CC=C1